tert-butyl-(3,5-dichloro-4-((trimethylsilyl)ethynyl)phenoxy)dimethylsilane C(C)(C)(C)[Si](C)(C)OC1=CC(=C(C(=C1)Cl)C#C[Si](C)(C)C)Cl